COC1=CC=NC=2C(N(C(OC21)=S)C=2SC1=C(N2)C=CC(=C1)OC1=C(C=CC=C1)C(F)(F)F)=O 8-Methoxy-2-thioxo-3-(6-(2-(trifluoromethyl)phenoxy)benzo[d]thiazol-2-yl)-2,3-dihydro-4H-pyrido[2,3-e][1,3]oxazin-4-one